[1-(4-chloro-6-methoxy-1,3,5-triazin-2-yl)-4-piperidyl]-[(3S)-3-pyrazin-2-ylisoxazolidin-2-yl]methanone ClC1=NC(=NC(=N1)OC)N1CCC(CC1)C(=O)N1OCC[C@H]1C1=NC=CN=C1